C(#N)C(CC)OC=1C=C(CNS(=O)(=O)C2=CC=C(C=C2)OC(F)(F)F)C=CC1 N-(3-(1-cyanopropoxy)benzyl)-4-(trifluoromethoxy)benzenesulfonamide